2-[(2S)-2-benzyloxypropoxy]ethyl methanesulfonate CS(=O)(=O)OCCOC[C@H](C)OCC1=CC=CC=C1